C(C)OC(=O)C1(CCN(CC1)C1=NC=C(C=C1)C=1C=2N(C=C(C1)OCC)N=C1C2C=NN1)NC(=O)C(C)(C)C 4-((tert-butylcarbonyl)amino)1-(5-(6-ethoxy-1H-pyrazolo[3',4':3,4]pyrazolo[1,5-a]pyridine-4-yl)pyridin-2-yl)piperidine-4-carboxylic acid ethyl ester